[NH4+].P(=O)(OCCN(CC1=CC=C(C=C1)OC)C(CCCCCC1=CC(=CC=C1)CCCCC1CCCCC1)=O)(O)O 2-[{6-[3-(4-Cyclohexylbutyl)phenyl]hexanoyl}(4-methoxybenzyl)amino]ethyl dihydrogen phosphate ammonium salt